1-(3-(5-methyl-3-(trifluoromethyl)-6,7,8,9-tetrahydropyrido[3',2':4,5]pyrrolo[1,2-a]pyrazine-7-carbonyl)phenoxy)propan CC=1C2=C(N3C1CN(CC3)C(=O)C=3C=C(OCCC)C=CC3)N=CC(=C2)C(F)(F)F